CN(C1=CC=C(C=N1)C=1C=C(C(N(N1)C1=CC(=CC=C1)F)=O)C(=O)N[C@H](C)C(C)(C)O)C 6-[6-(Dimethylamino)pyridin-3-yl]-2-(3-fluorophenyl)-N-[(2R)-3-hydroxy-3-methylbutan-2-yl]-3-oxo-2,3-dihydropyridazin-4-carboxamid